methyl (S)-2-methoxy-4-((3-(1-((1-methyl-1H-pyrazolo[3,4-b]pyrazin-6-yl)amino)ethyl) phenyl)carbamoyl)benzoate COC1=C(C(=O)OC)C=CC(=C1)C(NC1=CC(=CC=C1)[C@H](C)NC1=CN=C2C(=N1)N(N=C2)C)=O